(1E,6E)-1-(4-(2-(2-(2-aminoethoxy)ethoxy)ethoxy)-3-methoxyphenyl)-7-(4-hydroxy-3-methoxyphenyl)hepta-1,6-diene-3,5-dione NCCOCCOCCOC1=C(C=C(C=C1)\C=C\C(CC(\C=C\C1=CC(=C(C=C1)O)OC)=O)=O)OC